ClC1=CC=C(CN2C3(CN(C3)C(=O)OC(C)(C)C)C(N(CC2=O)C2=C(C=C(C=C2)F)F)=O)C=C1 tert-butyl 5-(4-chlorobenzyl)-8-(2,4-difluorophenyl)-6,9-dioxo-2,5,8-triazaspiro[3.5]nonane-2-carboxylate